OC1(C2=CC=CC=C2C=2C=CCCC12)C1=CC=C(C=C1)C1=CC=CC=2C(C3=CC=CC=C3C12)O 4-[4-(9-hydroxy-1,2-dihydrofluoren-9-yl)phenyl]fluoren-9-ol